C(C)(C)(C)C=1C=CC2=C(C3=CC=CC=C3C(=C2C1)C1=CC2=CC=CC=C2C=C1)C1=CC2=CC=CC=C2C=C1 3-tert-butyl-9,10-di(naphthalen-2-yl)anthracene